1-methyl-2-[[2-(trifluoromethyl)phenyl]methylamino]-4H-imidazol-5-one CN1C(=NCC1=O)NCC1=C(C=CC=C1)C(F)(F)F